2-((4-(1-(2,3-dichlorophenyl)cyclobutoxy)-2-methylene-4-oxobutanoyl)oxy)acetic acid ClC1=C(C=CC=C1Cl)C1(CCC1)OC(CC(C(=O)OCC(=O)O)=C)=O